2-(3-fluoropiperidin-1-yl)-5-(4,4,5,5-tetramethyl-1,3,2-dioxaborolan-2-yl)pyrimidine FC1CN(CCC1)C1=NC=C(C=N1)B1OC(C(O1)(C)C)(C)C